COC1=C(C=C(C=C1)C2CC(=O)NC2)OC3CCCC3 The molecule is a member of the lclass of pyrrolidin-2-ones that is pyrrolidin-2-one bearing a 3-(cyclopentyloxy)-4-methoxyphenyl substituent at the 4-position. It is a type IV-specific phosphodiesterase (PDE4) inhibitor. It has a role as an antidepressant and an EC 3.1.4.* (phosphoric diester hydrolase) inhibitor.